FC(C1(CC1)C(=O)NN)(F)F 1-(trifluoromethyl)cyclopropane-1-carbohydrazide